OCC1(NC(NC1=O)=O)C1=CC=C(C(=O)O)C=C1 4-(4-hydroxymethyl-2,5-dioxoimidazolidin-4-yl)benzoic acid